CC1=C(C(CCC1)(C)C)C(\C=C\C)=O (e)-1-(2,6,6-trimethyl-1-cyclohexenyl)but-2-en-1-one